tert-butyl 4-[4-(4-{1-[(tert-butoxy)carbonyl]-1,2,3,6-tetrahydropyridin-4-yl}-2-methylbenzamido)-2-methoxyphenyl]-1,2,3,6-tetrahydropyridine-1-carboxylate C(C)(C)(C)OC(=O)N1CCC(=CC1)C1=CC(=C(C(=O)NC2=CC(=C(C=C2)C=2CCN(CC2)C(=O)OC(C)(C)C)OC)C=C1)C